Fluorenooxepine C=1C=CCOC=2C1C1=CC3=CC=CC=C3C1=CC2